N-(4-((5-(2,6-difluorophenyl)pyridin-3-yl)amino)-7-(3-morpholinopropoxy)quinazolin-6-yl)acrylamide FC1=C(C(=CC=C1)F)C=1C=C(C=NC1)NC1=NC=NC2=CC(=C(C=C12)NC(C=C)=O)OCCCN1CCOCC1